S(N)([O-])(=O)=O.[Zn+2].S(N)([O-])(=O)=O zinc sulfamate salt